lithium fluoride chromate [Cr](=O)(=O)(O)O.[F-].[Li+]